CN1N=NC(=C1NC(OCC1=CC(=CC=C1)F)=O)C1=NC=C(C=C1)NS(=O)(=O)C 3-fluorobenzyl (1-methyl-4-(5-(methyl-sulfonamido)pyridin-2-yl)-1H-1,2,3-triazol-5-yl)carbamate